(R)-1-(4-(4-((1-(5-(2-((dimethylamino)methyl)phenyl)thiophen-2-yl)ethyl)amino)-2-methyl-7,8-Dihydropyrido[4,3-d]pyrimidin-6(5H)-yl)piperidin-1-yl)ethan-1-one CN(C)CC1=C(C=CC=C1)C1=CC=C(S1)[C@@H](C)NC=1C2=C(N=C(N1)C)CCN(C2)C2CCN(CC2)C(C)=O